6-{5-[(cyclopropylamino)carbonyl]-3-fluoro-2-methylphenyl}-N-(2,5-difluorobenzyl)nicotinamide Tert-butyl-(3R,4S)-3-(cyanomethyl)-4-hydroxy-pyrrolidine-1-carboxylate C(C)(C)(C)OC(=O)N1C[C@H]([C@@H](C1)O)CC#N.C1(CC1)NC(=O)C=1C=C(C(=C(C1)C1=NC=C(C(=O)NCC2=C(C=CC(=C2)F)F)C=C1)C)F